CC1=CC=C(C(=O)OC2=CC(=CC(=C2)C=NC2=CC=C(C=C2)Cl)Br)C=C1 3-bromo-5-((4-chlorophenylimino)meth-yl)phenyl 4-methylbenzoate